2,7,12,14-tetrahydro-6,13-methanobenzo[g]pyrido[1,2-b][1,2,5]triazonine-3-carboxamide C=1CC(=CN2N3CC4=C(CN(CC21)C3)C=CC=C4)C(=O)N